C(C)(C)(C)OC(=O)N1C=2C=C(C=NC2CCC1)C(=O)O 5-[(tert-butoxy)carbonyl]-5,6,7,8-tetrahydro-1,5-naphthyridine-3-carboxylic acid